α-methyl-trans-cinnamaldehyde C/C(=C\C1=CC=CC=C1)/C=O